BrC=1C=CC(=C(C#N)C1)NC(C)=C1C(OC(OC1=O)(C)C)=O 5-bromo-2-((1-(2,2-dimethyl-4,6-dioxo-1,3-dioxan-5-ylidene)ethyl)amino)benzonitrile